1-(3-hydroxycyclobutyl)-7-[4-(4-methylpiperazin-1-yl)anilino]-3-[(4S)-8-methyl-1,2,3,4-tetrahydroquinolin-4-yl]-4H-pyrimido[4,5-d]pyrimidin-2-one OC1CC(C1)N1C(N(CC=2C1=NC(=NC2)NC2=CC=C(C=C2)N2CCN(CC2)C)[C@H]2CCNC1=C(C=CC=C21)C)=O